tert-Butyl N-tert-butoxycarbonyl-N-[3-[[2-chloro-5-[[(1R,3R)-2,2-dichloro-3-(3,4,5-trichlorophenyl)cyclopropanecarbonyl]amino]-3-methylbenzoyl]amino]-2,6-difluoro-phenyl]carbamate C(C)(C)(C)OC(=O)N(C(OC(C)(C)C)=O)C1=C(C(=CC=C1F)NC(C1=C(C(=CC(=C1)NC(=O)[C@@H]1C([C@H]1C1=CC(=C(C(=C1)Cl)Cl)Cl)(Cl)Cl)C)Cl)=O)F